2-piperonyl-4,6-bis(trichloromethyl)-s-triazine C(C1=CC=2OCOC2C=C1)C1=NC(=NC(=N1)C(Cl)(Cl)Cl)C(Cl)(Cl)Cl